2-(2-(cyclopropylthio)ethyl)-N-(2,4-dimethoxybenzyl)-7-methoxy-[1,2,4]triazolo[1,5-c]quinazolin-5-amine C1(CC1)SCCC1=NN2C(=NC=3C(=CC=CC3C2=N1)OC)NCC1=C(C=C(C=C1)OC)OC